4-(3-(8-benzyloxyquinolin-2-yl)phenyl)-2,6-diphenylpyrimidine C(C1=CC=CC=C1)OC=1C=CC=C2C=CC(=NC12)C=1C=C(C=CC1)C1=NC(=NC(=C1)C1=CC=CC=C1)C1=CC=CC=C1